FC(C=1C=CC2=C(O[C@H]3CCN[C@@H]2C3)N1)(F)F |r| Rac-(2S,6R)-9-(trifluoromethyl)-3,4,5,6-tetrahydro-2H-2,6-methanopyrido[2,3-b][1,5]oxazocine